8-(4-(difluoromethoxy)phenyl)-6-(2-methyl-2H-indazol-5-yl)-2-(2,2,2-trifluoroethoxy)pteridin-7(8H)-one FC(OC1=CC=C(C=C1)N1C(C(=NC=2C=NC(=NC12)OCC(F)(F)F)C1=CC2=CN(N=C2C=C1)C)=O)F